NC1=C(C=C(C=N1)C1=CC=C(C=C1)O)OCC1=C(C=CC=C1)Cl 4-[6-amino-5-(2-chloro-benzyloxy)-pyridin-3-yl]-phenol